butylthioketone C(CCC)C(=S)CCCC